3-chloro-2-nitro-1,1'-biphenyl ClC=1C(=C(C=CC1)C1=CC=CC=C1)[N+](=O)[O-]